FC(N1N=CC(=C1)C1=NN2C(COC3=C(C2)C=CC(=C3)NC(C)=O)=C1)F N-(2-(1-(difluoromethyl)-1H-pyrazol-4-yl)-4H,10H-benzo[f]pyrazolo[5,1-c][1,4]oxazepin-7-yl)acetamide